C(C)(=O)NC=1SC(=CN1)CC1=CC=C(C=C1)NC(OC1=CC=CC=C1)=O phenyl (4-((2-acetamidothiazol-5-yl)methyl)phenyl)carbamate